5-(3-nitro-4-methoxyphenyl)-5,6-dihydropyrido[2,3-d]pyrimidine-4,7(3H,8H)-dione [N+](=O)([O-])C=1C=C(C=CC1OC)C1CC(NC=2N=CNC(C21)=O)=O